2-[8-(cyclopropylmethyl)-3,3-dimethyl-2-oxo-1H-pyrrolo[3,2-g]indol-7-yl]-7-fluoro-1-methyl-benzimidazole-5-carboxylic acid methyl ester COC(=O)C1=CC2=C(N(C(=N2)C=2N(C=3C4=C(C=CC3C2)C(C(N4)=O)(C)C)CC4CC4)C)C(=C1)F